trans-3-((3-cyclopropylpyridin-2-yl)oxy)-N-(4-(1,5-dimethyl-1H-pyrazol-4-yl)-1-methylpyrrolidin-3-yl)-2,2-dimethylpropionamide C1(CC1)C=1C(=NC=CC1)OCC(C(=O)N[C@@H]1CN(C[C@H]1C=1C=NN(C1C)C)C)(C)C